5-(4-(((1S,3S)-3-(Isopropoxycarbonyl)cyclohexyl)oxy)phenyl)-3-methylisoxazole-4-carboxylic Acid C(C)(C)OC(=O)[C@@H]1C[C@H](CCC1)OC1=CC=C(C=C1)C1=C(C(=NO1)C)C(=O)O